2-(4-benzyloxyphenyl)pyridin C(C1=CC=CC=C1)OC1=CC=C(C=C1)C1=NC=CC=C1